NC1=NC(=C(C(=N1)CCC(=O)O)CC1=C(C=CC=C1)OC)NCCCC 3-(2-amino-6-(butylamino)-5-(2-methoxybenzyl)pyrimidin-4-yl)propanoic acid